ClC=1C(CCN(C1)CO)=O 5-chloro-1-(hydroxymethyl)-4-oxo-3,4-dihydropyridin